tert-butyl (trans-4-(cyclopropyl(2-((2-(trimethylsilyl)ethoxy)methoxy)phenyl) amino)-cyclohexyl)(methyl)carbamate C1(CC1)N([C@@H]1CC[C@H](CC1)N(C(OC(C)(C)C)=O)C)C1=C(C=CC=C1)OCOCC[Si](C)(C)C